5-(2-butylbenzoyl)amino-3-(1-butylpiperidin-4-yl)-1H-indole C(CCC)C1=C(C(=O)NC=2C=C3C(=CNC3=CC2)C2CCN(CC2)CCCC)C=CC=C1